3-aminopropyl-(difluoromethyl)phosphinic Acid NCCCP(O)(=O)C(F)F